C(C)(C)(C)C1=C(OC2=NC=CC=C2NC(=O)NC=2C=C3CCC(C3=CC2)=O)C=CC=C1 1-(2-(2-tert-butylphenoxy)pyridin-3-yl)-3-(1-oxo-2,3-dihydro-1H-inden-5-yl)urea